heptadecan-9-yl 8-((2-hydroxy-6-((R)-pyrrolidine-3-carboxamido)hexyl)(6-oxo-6-(undecyloxy)hexyl)Amino)octanoate OC(CN(CCCCCCCC(=O)OC(CCCCCCCC)CCCCCCCC)CCCCCC(OCCCCCCCCCCC)=O)CCCCNC(=O)[C@H]1CNCC1